C(CCCCCCCCCCC)(=O)OCCCCCCCC.C(CCCCCCCCCCC)(=O)OCCCCCCCC.[Sn] tin dioctyl dilaurate